C(C=C)C=1C=C(C=CC1O)C=1C(=CC=C(C1)CC=C)O 3',5-diallyl-biphenyl-2,4'-diol